BrC1=CC(N(C=C1F)CC1=NC2=C(N1CCOC)C=C(C=C2)C(=O)OC)=O Methyl 2-((4-bromo-5-fluoro-2-oxopyridin-1(2H)-yl)methyl)-1-(2-methoxyethyl)-1H-benzo[d]imidazole-6-carboxylate